di(tertamyl) peroxide C(C)(C)(CC)OOC(C)(C)CC